(E)-3-benzylideneisoindolin-1-one C(/C1=CC=CC=C1)=C/1\NC(C2=CC=CC=C12)=O